1'-(1,2-phenylenebis(oxy))bis(undecane-1-thiol) C1(=C(C=CC=C1)OCCCCCCCCCCCS)OCCCCCCCCCCCS